N1=NC(=NC=C1)C=1C=C(C=CC1C(F)(F)F)NC(=O)N1C2CC(CC1(C2)C(C)OC)C cis-N-(3-(1,2,4-triazin-3-yl)-4-(trifluoromethyl)phenyl)-1-(1-methoxyethyl)-3-methyl-6-azabicyclo[3.1.1]heptane-6-carboxamide